tert-butyl 4-(2-(2-(3,4-dichlorophenyl)-2,2-difluoroacetyl)hydrazine-1-carbonyl)-8-thia-2-azaspiro[4.5]decane-2-carboxylate 8,8-dioxide ClC=1C=C(C=CC1Cl)C(C(=O)NNC(=O)C1CN(CC12CCS(CC2)(=O)=O)C(=O)OC(C)(C)C)(F)F